6-(2-((tert-butyldimethylsilyl)oxy)-1-fluoropropan-2-yl)pyridin-3-amine [Si](C)(C)(C(C)(C)C)OC(CF)(C)C1=CC=C(C=N1)N